diphenylmethylene(3-tert-butyl-5-methyl-cyclopentadienyl)(fluorenyl)zirconium dichloride [Cl-].[Cl-].C1(=CC=CC=C1)C(C1=CC=CC=C1)=[Zr+2](C1=CC=CC=2C3=CC=CC=C3CC12)C1C=C(C=C1C)C(C)(C)C